7-cyclopropyl-7H-pyrrolo[2,3-d]pyrimidin-2-amine C1(CC1)N1C=CC2=C1N=C(N=C2)N